CN([C@@H](CC1=CC=C(C=C1)O)C(=O)O)C(=O)OC(C)(C)C Methyl-(t-Butoxycarbonyl)tyrosine